(4-bromo-2,6-dimethoxyphenyl)acetaldehyde BrC1=CC(=C(C(=C1)OC)CC=O)OC